CN1C(C(N(C(=C1)C)C=1N=C(SC1C)C1=NC=CN=C1)=O)C1=CC=CC=C1 1,5-dimethyl-4-(5-methyl-2-(pyrazine-2-yl)thiazol-4-yl)-2-phenyl-1,2-dihydro-3H-pyrazine-3-one